COC(=O)C=1SC(=C2C1N(C[C@H](C2)F)C[C@H](CO)NC(=O)OC(C)(C)C)Br.[N+](=O)([O-])C Nitromethane methyl-(S)-5-bromo-1-((R)-2-((tert-butoxycarbonyl)amino)-3-hydroxypropyl)-3-fluoro-1,2,3,4-tetrahydrothieno[3,4-b]pyridine-7-carboxylate